N-[5-[6-(cyclopropylmethoxy)pyridin-3-yl]-4-fluoro-2-[(3R,5R)-3,4,5-trimethylpiperazin-1-yl]phenyl]-6-oxo-4-(trifluoromethyl)-1H-pyridine-3-carboxamide C1(CC1)COC1=CC=C(C=N1)C=1C(=CC(=C(C1)NC(=O)C1=CNC(C=C1C(F)(F)F)=O)N1C[C@H](N([C@@H](C1)C)C)C)F